tert-butyl-2-(5-(4-fluoro-2-(((1r,3r)-3-fluorocyclobutyl)(isopropyl)carbamoyl)phenoxy)pyrimidin-4-yl)-2,7-diazaspiro[3.5]nonane C(C)(C)(C)C1N(CC12CCNCC2)C2=NC=NC=C2OC2=C(C=C(C=C2)F)C(N(C(C)C)C2CC(C2)F)=O